2-(4-(7-(3,4-dihydroquinolin-1(2H)-yl)-2-((1-methylpyrrolidin-2-yl)methoxy)-5,6,7,8-tetrahydroquinazolin-4-yl)-1-(4-(pyrrolidin-1-yl)but-2-enoyl)piperazin-2-yl)acetonitrile N1(CCCC2=CC=CC=C12)C1CCC=2C(=NC(=NC2C1)OCC1N(CCC1)C)N1CC(N(CC1)C(C=CCN1CCCC1)=O)CC#N